[3-(1-amino-4-methylphthalazin-6-yl)-4-methoxyphenyl]boronic acid formate C(=O)O.NC1=NN=C(C2=CC(=CC=C12)C=1C=C(C=CC1OC)B(O)O)C